ethyl 8-chloro-5-hydroxy-imidazo[1,2-a]quinoline-4-carboxylate ClC1=CC=C2C(=C(C=3N(C2=C1)C=CN3)C(=O)OCC)O